4-chloro-2-(trifluoromethyl)-1H-pyrrolo[2,3-b]pyridine ClC1=C2C(=NC=C1)NC(=C2)C(F)(F)F